(S)-2-(1-amino-1,3-dihydro-spiro[inden-2,4'-piperidin]-1'-yl)-5-(3-(6-hydroxypyridin-2-yl)prop-1-yn-1-yl)-3-methylpyridin-4(3H)-one NC1C2=CC=CC=C2CC12CCN(CC2)C2=NC=C(C([C@H]2C)=O)C#CCC2=NC(=CC=C2)O